3-(6-amino-2-fluoro-8-((3-fluoro-6-iodo-2,3-dihydro-1H-inden-5-yl)methyl)-9H-purin-9-yl)-N-methylpropane-1-sulfonamide NC1=C2N=C(N(C2=NC(=N1)F)CCCS(=O)(=O)NC)CC=1C=C2C(CCC2=CC1I)F